ClC=1C(=NC(=NC1)N1CC(CC1)CN1CCC(CC1)OC=1C=C2C(N(C(C2=CC1)=O)C1C(NC(CC1)=O)=O)=O)NC=1C=C2C=C(C(N(C2=CC1)C)=O)OCC(C)=O 5-[(1-[[1-(5-chloro-4-[[1-methyl-2-oxo-3-(2-oxopropoxy)quinolin-6-yl]amino]pyrimidin-2-yl)pyrrolidin-3-yl]methyl]piperidin-4-yl)oxy]-2-(2,6-dioxopiperidin-3-yl)isoindole-1,3-dione